1-iodononene IC=CCCCCCCC